2-(2-chlorophenyl)-4,5-diphenyl-imidazole ClC1=C(C=CC=C1)C=1NC(=C(N1)C1=CC=CC=C1)C1=CC=CC=C1